(S)-lactic acid n-butyl ester C(CCC)OC([C@@H](O)C)=O